5-(isoindolin-2-yl)-3-isopropyl-N-(3-methoxyphenyl)-7-(1H-pyrazol-4-yl)pyrazolo[1,5-a]pyrimidine-2-carboxamide C1N(CC2=CC=CC=C12)C1=NC=2N(C(=C1)C=1C=NNC1)N=C(C2C(C)C)C(=O)NC2=CC(=CC=C2)OC